FC1(CC(C1)(N)COC)F 3,3-Difluoro-1-(methoxymethyl)cyclobutane-1-amine